N1=C(N=CC=C1)C=1C=C(C=CC1NC1=CC=C(C=C1)C(F)(F)F)NC(C=C)=O N-(3-(pyrimidin-2-yl)-4-(4-(trifluoromethyl)phenylamino)phenyl)Acrylamide